ClC=1C(=NC(=NC1)NC1=C(C=C(C=C1)C(=O)N1CCN(CC1)C1COC1)OC)C=1C=NN(C1)C(C)C (4-((5-chloro-4-(1-isopropyl-1H-pyrazol-4-yl)pyrimidin-2-yl)amino)-3-methoxyphenyl)(4-(oxetan-3-yl)piperazin-1-yl)methanone